N-([1,1':3',1''-terphenyl]-5'-yl)-N-(4-(tert-butyl)phenyl)-4-(3,6-di-tert-butyl-9H-carbazol-1-yl)dibenzo[b,d]furan-2-amine C1(=CC=CC=C1)C1=CC(=CC(=C1)N(C1=CC2=C(OC3=C2C=CC=C3)C(=C1)C1=CC(=CC=3C2=CC(=CC=C2NC13)C(C)(C)C)C(C)(C)C)C1=CC=C(C=C1)C(C)(C)C)C1=CC=CC=C1